(4-((3-(3-bromo-7-nitrobenzo[b]thiophen-2-yl)prop-2-yn-1-yl)amino)-3-methoxyphenyl)dimethylphosphine oxide BrC=1C2=C(SC1C#CCNC1=C(C=C(C=C1)P(C)(C)=O)OC)C(=CC=C2)[N+](=O)[O-]